tert-butyl (12aR)-9-bromo-8,10-dichloro-7-methoxy-6-oxo-3,4,12,12a-tetrahydro-6H-pyrazino[2,1-c][1,4]benzooxazepine-2(1H)-carboxylate BrC1=C(C2=C(C(N3[C@@H](CO2)CN(CC3)C(=O)OC(C)(C)C)=O)C(=C1Cl)OC)Cl